(cyclopropanecarbonyl)-3,4-dihydro-2H-benzo[b][1,4]oxazine-8-sulfonyl chloride C1(CC1)C(=O)C1CNC2=C(O1)C(=CC=C2)S(=O)(=O)Cl